FC1=C(C=CC(=C1)NC(=O)[C@H]1[C@H]2CC[C@@H]([C@H]1C1=NC=CC(=C1)C)O2)C2=C(C=CC=C2)F (1R,2R,3R,4S)-N-(2,2'-difluoro-[1,1'-biphenyl]-4-yl)-3-(4-methylpyridin-2-yl)-7-oxabicyclo[2.2.1]heptane-2-carboxamide